C1=NC=CC2=CC(=CC=C12)C1=CN=C(S1)NC(C1=CN=C(C=C1)C)=O N-(5-(isoquinolin-6-yl)thiazol-2-yl)-6-methylnicotinamide